N-((5-chloro-6-((3-hydroxybenzyl)oxy)-1H-indol-2-yl)methyl)-1-methylcyclopropane-1-carboxamide ClC=1C=C2C=C(NC2=CC1OCC1=CC(=CC=C1)O)CNC(=O)C1(CC1)C